(R)-6-(1-acetyl-4-methylpiperidin-4-yl)-2-methyl-4-((1-(2-methyl-3-(trifluoromethyl)phenyl)prop-2-yn-1-yl)amino)pyrido[4,3-d]pyrimidin-7(6H)-one C(C)(=O)N1CCC(CC1)(C)N1C=C2C(N=C(N=C2N[C@H](C#C)C2=C(C(=CC=C2)C(F)(F)F)C)C)=CC1=O